(E)-N'-(8-fluoro-6-iodoquinolin-5-yl)-N,N-dimethylmethanimidamide FC=1C=C(C(=C2C=CC=NC12)/N=C/N(C)C)I